tert-Butyl 2-[[tert-butyl(diphenyl)silyl]oxymethyl]-3-isopropyl-6-[6-[methyl(spiro[2.3]hexan-5-yl)amino]-2-pyridyl]-3,4-dihydro-2H-pyridine-1-carboxylate [Si](C1=CC=CC=C1)(C1=CC=CC=C1)(C(C)(C)C)OCC1N(C(=CCC1C(C)C)C1=NC(=CC=C1)N(C1CC2(CC2)C1)C)C(=O)OC(C)(C)C